O=C1OC[C@@H](N1C(=O)OC[C@H]1O[C@@]([C@@H]([C@@H]1O)O)(C#N)C1=CC=C2C(=NC=NN21)N)C(=O)OC O3-[[(2R,3S,4R,5R)-5-(4-aminopyrrolo[2,1-f][1,2,4]triazin-7-yl)-5-cyano-3,4-dihydroxy-tetrahydrofuran-2-yl]methyl] O4-methyl (4R)-2-oxooxazolidine-3,4-dicarboxylate